3-(2-methyl-4-oxo-5-((4-(3-(piperidin-1-yl)propyl)benzyl)thio)quinazolin-3(4H)-yl)piperidine-2,6-dione CC1=NC2=CC=CC(=C2C(N1C1C(NC(CC1)=O)=O)=O)SCC1=CC=C(C=C1)CCCN1CCCCC1